[(1R)-1-aminoethyl]-2-methylbenzonitrile N[C@H](C)C=1C(=C(C#N)C=CC1)C